BrC=1SC(=CC1C1=C(C)C=CC(=C1)S(=O)(=O)OCC)Br ethyl 2-(2,5-dibromo-3-thienyl)-p-toluenesulfonate